(S)-6-(4-(methylcarbamoyl)phenoxy)-5-nitro-2,3-dihydro-1H-inden-1-one CNC(=O)C1=CC=C(OC2=C(C=C3CCC(C3=C2)=O)[N+](=O)[O-])C=C1